3-dimethylamino-1-propaneol methyl-(αE)-α-(methoxyimino)-2-[[[[(1E)-1-[3-(trifluoromethyl)phenyl]ethylidene]amino]oxy]methyl]-benzeneacetate CC=1C(=C(C=CC1)\C(\C(=O)OCCCN(C)C)=N/OC)CO/N=C(\C)/C1=CC(=CC=C1)C(F)(F)F